(2S,3R)-3-amino-N-(5-chloro-2,4-difluoro-phenyl)-1-[3-cyano-6-methyl-4-(trifluoromethyl)-2-pyridyl]-N-methyl-pyrrolidine-2-carboxamide N[C@H]1[C@H](N(CC1)C1=NC(=CC(=C1C#N)C(F)(F)F)C)C(=O)N(C)C1=C(C=C(C(=C1)Cl)F)F